3-(3-ethylpyrrolidine-1-carbonyl)-4,5,6,7-tetrahydrobenzo[b]thiophen C(C)C1CN(CC1)C(=O)C=1C2=C(SC1)CCCC2